4-Fluoro-2-methoxy-1-[(E)-prop-1-enyl]benzene FC1=CC(=C(C=C1)\C=C\C)OC